C1(CC1)N1C(C(=CC2=CC(=CN=C12)[N+](=O)[O-])OC)=O 1-cyclopropyl-3-methoxy-6-nitro-1,8-naphthyridin-2(1H)-one